CS(=O)(=O)N1[C@@H]2CN([C@H](C1)C2)C(=O)OC(C)(C)C tert-butyl (1S,4S)-2-methanesulfonyl-2,5-diazabicyclo[2.2.1]heptane-5-carboxylate